4,5-dihydroxyhexanoic acid OC(CCC(=O)O)C(C)O